2-methyl-2-(3-(((1S,3S)-3-((5-(6-oxopyridazin-1(6H)-yl)pyridin-2-yl)amino)cyclopentyl)amino)-1,2,4-oxadiazol-5-yl)propyl acetate C(C)(=O)OCC(C)(C1=NC(=NO1)N[C@@H]1C[C@H](CC1)NC1=NC=C(C=C1)N1N=CC=CC1=O)C